BrC1=CN=C2N1N=C(C=C2)N(CCN(C)C)C N1-(3-Bromoimidazo[1,2-b]pyridazin-6-yl)-N1,N2,N2-trimethylethane-1,2-diamine